C(C)(=O)NC1CN(CCC1)C1=NC(=NC=C1)C1=CN=C2N1C=C(N=C2)C(=O)N 3-(4-(3-Acetamidopiperidin-1-yl)pyrimidin-2-yl)imidazo[1,2-a]pyrazine-6-carboxamide